3-((tert-butoxy)carbonyl)-3-azabicyclo[3.1.0]hexane-1-carboxylic acid C(C)(C)(C)OC(=O)N1CC2(CC2C1)C(=O)O